BrCC(=O)C1=C(C=C(C=C1F)F)F 2-bromo-1-(2,4,6-trifluorophenyl)ethan-1-one